[Na+].C(CCC(=O)[O-])(=O)SCCNC(CCNC([C@@H](C(COP(OP(OC[C@@H]1[C@H]([C@H]([C@@H](O1)N1C=NC=2C(N)=NC=NC12)O)OP(=O)(O)O)(=O)O)(=O)O)(C)C)O)=O)=O Succinyl-coenzyme A sodium salt